COC1=C(C(=CC(=C1)C)C)C1=CN=C2C(NC(=NC2=N1)C1CN(CCC1)C)=O 7-(2-methoxy-4,6-dimethyl-phenyl)-2-[1-methyl-3-piperidyl]-3H-pteridin-4-one